6,7-dideoxy-7-phospho-D-mannoheptose P(=O)(O)(O)CC[C@H]([C@H]([C@@H]([C@@H](C=O)O)O)O)O